C1(CC(C2=NC=CC=C12)=O)=O 4-Azaindane-1,3-dione